(E)-N-(4-(N-(2,6-dichlorobenzyl)-N-(4-fluorobenzyl)sulfamoyl)phenyl)-3-(pyridin-4-yl)acrylamide tert-butyl-2,4-dichloro-5,8-dihydropyrido[3,4-d]pyrimidine-7(6H)-carboxylate C(C)(C)(C)OC(=O)N1CC=2N=C(N=C(C2CC1)Cl)Cl.ClC1=C(CN(S(=O)(=O)C2=CC=C(C=C2)NC(\C=C\C2=CC=NC=C2)=O)CC2=CC=C(C=C2)F)C(=CC=C1)Cl